Cl.N[C@@H]1C[C@@H](CCC1)O (1R,3S)-3-aminocyclohexanol HCl